Nitroisoindoline [N+](=O)([O-])C1NCC2=CC=CC=C12